5-dimethoxyphenylsilylpentane-1,2-disulfonic acid CO[Si](CCCC(CS(=O)(=O)O)S(=O)(=O)O)(C1=CC=CC=C1)OC